OC1=C(C(N(N=C1C)C)=O)C=1C2=C(SC1C)C(=CC(=C2)C)C 5-hydroxy-2,6-dimethyl-4-(2,5,7-trimethylbenzo[b]thiophen-3-yl)-3(2H)-pyridazinone